F[C@@]1(C[C@H](N(C1)C(CNC(CCCOC1=CC=CC=C1)=O)=O)C(=O)O)CF (2S,4R)-4-fluoro-4-(fluoromethyl)-1-[2-(4-phenoxybutanamido)acetyl]pyrrolidine-2-carboxylic acid